ClC=1C=C(C=CC1Cl)C=1N=C(SC1SC(C)C)N1N=C(C(=C1C(=O)O)C=1C(=NOC1C)C)C 1-(4-(3,4-dichlorophenyl)-5-(isopropylsulfanyl)thiazol-2-yl)-4-(3,5-dimethylisoxazol-4-yl)-3-methyl-1H-pyrazole-5-carboxylic acid